COC1=C(C(=O)OC)C(=CC(=C1)C1=CN=C2N1C=CC(=C2)C=2C=NN(C2)C)OC Methyl 2,6-dimethoxy-4-[7-(1-methylpyrazol-4-yl)imidazo[1,2-a]pyridine-3-yl]benzoate